(7aR*,9R*,11aR*)-6,9-bis(methoxymethoxy)-8,8,11a-trimethyl-3-phenyl-7a,8,9,10,11,11a-hexahydro-1H,7H-pyrano[2,3-c]xanthen-1-one COCOC1=CC2=C(C=3O[C@@]4(CC[C@H](C([C@H]4CC13)(C)C)OCOC)C)C(C=C(O2)C2=CC=CC=C2)=O |o1:10,13,15|